OC1=CC=C(C=C1)C(CCCCCCCCC)C1=CC=C(C=C1)O 1,1-bis(4-hydroxyphenyl)decane